(S)-6-((4-((2-hydroxy-1-phenylethyl)amino)-5-(3,8-dioxa-1-azaspiro[4.5]dec-1-en-2-yl)pyridin-2-yl)amino)-1-isopropyl-2-(methoxymethyl)-1,2-dihydro-3H-pyrazolo[3,4-b]pyridin-3-one OC[C@H](C1=CC=CC=C1)NC1=CC(=NC=C1C1=NC2(CO1)CCOCC2)NC2=CC=C1C(=N2)N(N(C1=O)COC)C(C)C